FC1=C2C=NN(C2=CC=C1C1=C(N=C2N1C=C(N=C2)C2=CC(=C(C=C2)F)C(F)(F)F)C(C)C)C2OCC2 4-Fluoro-5-{6-[4-fluoro-3-(trifluoromethyl)phenyl]-2-(propan-2-yl)imidazo[1,2-a]pyrazin-3-yl}-1-(oxetan-2-yl)-1H-indazole